CC=1C=C(C=CC1C)NC1=C(C(=O)O)C=CC=C1 2-((3,4-dimethylphenyl)amino)benzoic acid